C(C1=CC=CC=C1)NC(N(C1=NC=C(C=C1)C=1C=NN(C1)C)[C@@H]1CC[C@H](CC1)NC1=NC=C(C(=N1)NCC1COCCC1)C#N)=O 3-benzyl-1-(trans-4-((5-cyano-4-((tetrahydro-2H-pyran-3-ylmethyl)amino)pyrimidin-2-yl)amino)cyclohexyl)-1-(5-(1-methyl-1H-pyrazol-4-yl)pyridin-2-yl)urea